4-((2-Ethyl-4-hydroxyimidazo[4,5-c]pyridin-3-yl)methyl)phenylboronic acid C(C)C1=NC2=C(C(=NC=C2)O)N1CC1=CC=C(C=C1)B(O)O